bis(butylmethyl) pyrophosphate O(P(OCCCCC)(=O)OP(=O)([O-])[O-])CCCCC